COC1=CC(=CC=N1)C 6-methoxy-4-methylpyridin